(S)-4-(2-(azetidin-1-ylmethyl)-4-(4,4,5,5-tetramethyl-1,3,2-dioxaborolan-2-yl)phenyl)-2-methylmorpholine N1(CCC1)CC1=C(C=CC(=C1)B1OC(C(O1)(C)C)(C)C)N1C[C@@H](OCC1)C